CN1N=CC(=C1C)C1=C(C#N)C=C(C=C1)F 2-(1,5-dimethyl-1H-pyrazol-4-yl)-5-fluorobenzonitrile